(2-(pyridin-3-yl)ethynyl)furan-2-carbaldehyde Oxime Hydrochloride Cl.N1=CC(=CC=C1)C#CC1=C(OC=C1)C=NO